C(#C)C1=C(C(N(C=2N=C(N=CC21)NC2=CC=C(C=C2)N2CCN(CC2)C)C2CCC(CC2)NC(C)=O)=O)C N-[(1r,4r)-4-(5-Ethynyl-6-methyl-2-{[4-(4-methylpiperazin-1-yl)phenyl]amino}-7-oxopyrido[2,3-d]pyrimidin-8-yl)cyclohexyl]acetamide